Cl.N1CCC2(CC1)CC1=C(N=CS1)[C@H]2N (4S)-spiro[4,6-dihydrocyclopenta[d]thiazole-5,4'-piperidine]-4-amine hydrochloride